4-(((methylsulfonyl)oxy)methyl)pyrrolidine-1-carboxylate CS(=O)(=O)OCC1CCN(C1)C(=O)[O-]